5-(beta-methylmercaptoethyl)-hydantoin sodium salt [Na].CSCCC1C(NC(N1)=O)=O